ClC=1C=C2C(=NC(N3C2=C(C1)S(CCC3)C3=C(C=C(C=C3)F)F)=O)N3C(CN(CC3)C(=O)[O-])C 4-(10-chloro-l-1-(2,4-difluorophenyl)-6-oxo-3,4-dihydro-2H,6H-[1,4]thiazepino[2,3,4-ij]quinazolin-8-yl)-3-methylpiperazine-1-carboxylate